7-(4-cyclopentyl-3-(trifluoromethyl)benzyloxy)-1,2,3,4-tetrahydrocyclopenta[b]indol-3-acetic acid C1(CCCC1)C1=C(C=C(COC2=CC=3C4=C(NC3C=C2)C(CC4)CC(=O)O)C=C1)C(F)(F)F